C1(CCCCC1)[Pd](Cl)(C1=C(C=CC=C1)C1=C(C=CC=C1)N)(PC1=C(C=CC=C1)C1=C(C=C(C=C1C(C)C)C(C)C)C(C)C)C1CCCCC1 dicyclohexyl-(2',4',6'-triisopropylbiphenyl-2-yl)phosphino-(2'-aminobiphenyl-2-yl)(chloro)palladium